β-bromophenylalanine BrC([C@H](N)C(=O)O)C1=CC=CC=C1